ClC1=C(C(=CC=C1)Cl)C1=NOC(=C1CN1CCN(CC1)C=1SC2=C(N1)C(=CC(=C2)C#N)OC)C(C)C 2-(4-((3-(2,6-dichlorophenyl)-5-isopropylisoxazol-4-yl)methyl)piperazin-1-yl)-4-methoxybenzo[d]Thiazole-6-carbonitrile